[C@H]12CN(C[C@H](CC1)N2)C2=NC(=NC1=C(C(=CC=C21)C2=CC(=CC1=CC=CC=C21)O)F)OCC(C(=O)N)(C)C 3-((4-((1R,5S)-3,8-diazabicyclo[3.2.1]octan-3-yl)-8-fluoro-7-(3-hydroxynaphthalen-1-yl)quinazolin-2-yl)oxy)-2,2-dimethylpropanamide